COC(C1=CC(=C(C(=C1)OCCCCCCCCCCCCCCCCCC)OCCCCCCCCCCCCCCCCCC)OCCCCCCCCCCCCCCCCCC)=O 3,4,5-Tri(octadecyloxy)benzoic acid methyl ester